N-methylacridone CN1C=2C=CC=CC2C(C2=CC=CC=C12)=O